[Cl-].C[N+](CCCCCCCC)(CCCCCCCC)C Dimethyl-dioctyl-ammonium chloride